tert-butyl N-[2-[2-[2-[1-(2,6-dioxo-3-piperidyl)-3-methyl-2-oxo-benzimidazol-5-yl] oxyethoxy]ethoxy]ethyl]carbamate O=C1NC(CCC1N1C(N(C2=C1C=CC(=C2)OCCOCCOCCNC(OC(C)(C)C)=O)C)=O)=O